C(=O)(O)COC1=CC=C(C=C1)C(C=CC1=CC=C(OCC(=O)O)C=C1)=O 2-[4-[3-[4-(Carboxymethoxy)phenyl]-3-oxoprop-1-enyl]phenoxy]acetic acid